N-benzoyloxy-1-(4-phenylsulfanylphenyl)-3-cyclopentylpropane-1-on-2-imine C(C1=CC=CC=C1)(=O)ON=C(C(=O)C1=CC=C(C=C1)SC1=CC=CC=C1)CC1CCCC1